4-amino-4'-methyldiphenyl ether CC1=CC=C(C=C1)OC2=CC=C(C=C2)N